5-chloro-N-((1r,4r)-4-((3-(2-cyano-3-methoxyphenyl)-2-oxo-2,3-dihydro-1H-benzo[d]imidazol-1-yl)methyl)cyclohexyl)-2-methyl-nicotinamide ClC=1C=NC(=C(C(=O)NC2CCC(CC2)CN2C(N(C3=C2C=CC=C3)C3=C(C(=CC=C3)OC)C#N)=O)C1)C